2,6-diphenyl-benzo[b]Thiophene-3-carboxylic acid C1(=CC=CC=C1)C1=C(C2=C(S1)C=C(C=C2)C2=CC=CC=C2)C(=O)O